CC1(OC[C@@H]([C@H](CO1)O)NCC1=CC=C(C=C1)OC)C (5R,6S)-2,2-dimethyl-6-((4-methoxybenzyl)amino)-1,3-dioxepan-5-ol